6-morpholino-N-(2-(1-phenylazetidin-3-yl)ethyl)pyrimidin-4-amine O1CCN(CC1)C1=CC(=NC=N1)NCCC1CN(C1)C1=CC=CC=C1